ethane-1,2-diylbis(4-acetyl-5-oxo-hexanoate) C(CC(C(=O)[O-])CC(C(C)=O)C(C)=O)C(C(=O)[O-])CC(C(C)=O)C(C)=O